OC[C@@H]1[C@H](C1)CNC(O[C@@H]1C[C@@H](CC1)C1=CC(=NN1)NC(CC=1C=NC(=CC1)C(F)(F)F)=O)=O (1S,3R)-3-[3-({[6-(trifluoromethyl)pyridin-3-yl]acetyl}amino)-1H-pyrazol-5-yl]cyclopentyl {[(1S,2S)-2-(hydroxy-methyl)cyclopropyl]meth-yl}carbamate